(R)-6-bromo-N-(1-(4-cyanophenyl)ethyl)-1-(4-fluorophenylmethyl)-2-oxo-1,2-dihydro-1,8-naphthyridine-3-carboxamide BrC=1C=C2C=C(C(N(C2=NC1)CC1=CC=C(C=C1)F)=O)C(=O)N[C@H](C)C1=CC=C(C=C1)C#N